3-(2-tert-Butoxycarbonylamino-ethyl)-5-methyl-isoxazole-4-carboxylic acid ethyl ester C(C)OC(=O)C=1C(=NOC1C)CCNC(=O)OC(C)(C)C